ClC1=NN=C(C(N1C)=O)N[C@H]1CN(CCC1)CC 3-Chloro-6-[[(3R)-1-ethyl-3-piperidyl]amino]-4-methyl-1,2,4-triazin-5-one